C(C)NC(CN1N=C(C=CC1=O)C=1C=NC(=CC1)OCC1COC1)=O N-ethyl-2-(3-(6-(oxetan-3-ylmethoxy)pyridin-3-yl)-6-oxopyridazin-1(6H)-yl)acetamide